(S)-N-(6-fluoro-2,3-dimethyl-4-((3-(2-(piperidin-3-ylamino)pyrimidin-4-yl)pyridin-2-yl)oxy)phenyl)-1-phenylmethanesulfonamide FC1=CC(=C(C(=C1NS(=O)(=O)CC1=CC=CC=C1)C)C)OC1=NC=CC=C1C1=NC(=NC=C1)N[C@@H]1CNCCC1